1-[5-[3-cyano-6-[1-(4-piperidyl)pyrazol-4-yl]pyrazolo[1,5-a]pyridin-4-yl]-2-pyridyl]-N-isopropyl-4-methyl-piperidine-4-carboxamide hydrochloric acid salt Cl.C(#N)C=1C=NN2C1C(=CC(=C2)C=2C=NN(C2)C2CCNCC2)C=2C=CC(=NC2)N2CCC(CC2)(C(=O)NC(C)C)C